CO[Si](C)(C)C Methoxy-trimethylsilane